CC1=CC=C(C=C1)S(=O)(=O)OCCOCCOCCOCCOCCOCCOCCOCCOCCO 2-[2-[2-[2-[2-[2-[2-[2-(2-hydroxyethoxy)ethoxy]ethoxy] ethoxy]ethoxy]ethoxy] ethoxy]ethoxy]ethyl 4-methylbenzenesulfonate